N1=CC=C(C=C1)CCS 2-(pyridin-4-yl)ethanethiol